C(C)(C)(C)[Si](F)(C(C)(C)C)C(C1=CC=CC=C1)O (di-tert-butyl-(fluoro)silyl)benzyl alcohol